(3S)-2-Methyl-1-(2-(4-(phosphonooxy)phenyl)acetoxy)propyl-3-(4-(diisobutylamino)-3-(3-(p-tolyl)ureido)phenyl)pentanoate CC(C(OC(CC1=CC=C(C=C1)OP(=O)(O)O)=O)OC(C[C@H](CC)C1=CC(=C(C=C1)N(CC(C)C)CC(C)C)NC(=O)NC1=CC=C(C=C1)C)=O)C